CC1=NOC(=C1C=1C=NN2C1C=C(C=C2)C=2OC=C(N2)C(=O)O)C 2-[3-(3,5-dimethylisoxazol-4-yl)pyrazolo[1,5-a]pyridin-5-yl]oxazole-4-carboxylic acid